ClC=1C(=NC(=C(C(=O)NC=2C=C(C=CC2)[S@](=O)(C)=NC(OC(C)(C)C)=O)C1C)OC=1C(=NC(=CC1)F)C)C(F)(F)F tert-butyl (R)-((3-(5-chloro-2-((6-fluoro-2-methylpyridin-3-yl)oxy)-4-methyl-6-(trifluoromethyl)nicotinamido)phenyl)(methyl)(oxo)-λ6-sulfaneylidene)carbamate